BrC1=CN=CC2=C1OC(CN2C(=O)NC=2C=NC(=C(C2)Cl)N2N=CC=N2)C2CC2 8-Bromo-N-(5-chloro-6-(2H-1,2,3-triazol-2-yl)pyridin-3-yl)-2-cyclopropyl-2,3-dihydro-4H-pyrido[4,3-b][1,4]oxazine-4-carboxamide